N-(4-(2-(2,6-Dimethylpyridin-4-yl)-3-isopropyl-1H-indol-5-yl)cyclohexyl)-2-(methylamino)acetamid CC1=NC(=CC(=C1)C=1NC2=CC=C(C=C2C1C(C)C)C1CCC(CC1)NC(CNC)=O)C